C(C1=CC=CC=C1)OC=1C=C2C=C(C(=C(C2=CC1)OC1=CC=C(OCCN(CCOCCNC([O-])=O)CC)C=C1)C1=CC=C(C=C1)S(=O)(=O)C)C(C)(C)C (2-(2-((2-(4-((6-(benzyloxy)-tert-butyl 2-(4-(methylsulfonyl)phenyl)naphthalen-1-yl)oxy)phenoxy)ethyl)(ethyl)amino)ethoxy)ethyl)carbamate